3-(7-{[(4R)-8-chloro-4-ethyl-1,1-dioxo-3,4-dihydro-2H-pyrido[2,3-b][1,4,5]oxathiazepin-2-yl]methyl}-1-benzothien-5-yl)-3-(4-chloro-1-methyl-1H-benzotriazol-5-yl)propanoic acid ClC1=CC2=C(O[C@@H](CN(S2(=O)=O)CC2=CC(=CC=3C=CSC32)C(CC(=O)O)C3=C(C2=C(N(N=N2)C)C=C3)Cl)CC)N=C1